N'-(4-fluorophenyl)-1,1-cyclopropanedicarboxamide FC1=CC=C(C=C1)NC(=O)C1(CC1)C(=O)N